5-((3,5-dichloropyridin-4-yl)thio)-N-(2-methylbenzo[d]thiazol-6-yl)-1,3,4-thiadiazole-2-carboxamide ClC=1C=NC=C(C1SC1=NN=C(S1)C(=O)NC1=CC2=C(N=C(S2)C)C=C1)Cl